5-(2-chlorophenyl)-6-(3-fluorobenzylthio)-1-methyl-1H-pyrazolo[3,4-d]pyrimidin-4(5H)-one ClC1=C(C=CC=C1)N1C(=NC2=C(C1=O)C=NN2C)SCC2=CC(=CC=C2)F